[Cl-].C(C1=CC=CC=C1)[N+](C)(CC)CCCC benzyl-butyl-ethyl-methyl-ammonium chloride